6-chloro-N-(1-ethyl-5-methyl-1H-pyrazol-4-yl)-7-[4-(3-methyloxetan-3-yl)piperazin-1-yl]quinazolin-2-amine ClC=1C=C2C=NC(=NC2=CC1N1CCN(CC1)C1(COC1)C)NC=1C=NN(C1C)CC